2-(6-(3-(thiophen-2-yl)benzoyl)-2,6-diazaspiro[3.4]octane-2-yl)pyrimidine-4-carboxylic acid S1C(=CC=C1)C=1C=C(C(=O)N2CC3(CN(C3)C3=NC=CC(=N3)C(=O)O)CC2)C=CC1